O=C1N(C(CC1)=O)OC(CCCCCN1C(C(C2=CC=CC=C12)(C)C)=CC=CC1=[NH+]C2=CC=CC=C2C1(C)C)=O 2-(3-{1-[6-(2,5-dioxopyrrolidin-1-yloxy)-6-oxohexyl]-3,3-dimethyl-1,3-dihydro-2H-indol-2-ylidene}prop-1-en-1-yl)-3,3-dimethyl-3H-indolium